1,3-Dithian S1CSCCC1